C(#N)CNC(=O)C1=CC=C(C=C1)B(O)O 4-((cyanomethyl)carbamoyl)phenylboronic acid